2-(3-(2-(2-Aminoethoxy)ethoxy)propanamido)-4-(butylamino)-N-(4,5-dimethylthiazol-2-yl)benzamide NCCOCCOCCC(=O)NC1=C(C(=O)NC=2SC(=C(N2)C)C)C=CC(=C1)NCCCC